FC(C1=CC=C(C=C1)C=1C2=C(CC3=C(N1)C=CC=C3)C=CC=C2)(F)F 6-(4-(Trifluoromethyl)phenyl)-11H-dibenzo[b,e]azepine